(R)-N-(1-(3-(1,1-difluoroethyl)-2-fluorophenyl)ethyl)-1-(1-(difluoromethyl)cyclopropyl)-4-((1-methylpiperidin-4-yl)amino)-6-oxo-1,6-dihydropyridine-3-carboxamide FC(C)(F)C=1C(=C(C=CC1)[C@@H](C)NC(=O)C1=CN(C(C=C1NC1CCN(CC1)C)=O)C1(CC1)C(F)F)F